2-(1-(4-ethoxypiperidin-1-carbonyl)piperidin-4-ylidene)-2-(1H-indazol-4-yl)acetonitrile C(C)OC1CCN(CC1)C(=O)N1CCC(CC1)=C(C#N)C1=C2C=NNC2=CC=C1